CC1=CC=C(C=C1)S(=O)(=O)N1CC2(COC2)C1 6-p-toluenesulfonyl-2-oxa-6-azaspiro[3.3]heptane